(S)-2-amino-3-hydroxy-3-methylbutyrate N[C@H](C(=O)[O-])C(C)(C)O